benzyl 1-hydroxy-3-methylcyclobutane-1-carboxylate OC1(CC(C1)C)C(=O)OCC1=CC=CC=C1